2-(4-methoxybenzyl)phenyl 6-O-isopropyloxy-carbonyl-β-D-glucopyranoside C(C)(C)OC(=O)OC[C@@H]1[C@H]([C@@H]([C@H]([C@H](OC2=C(C=CC=C2)CC2=CC=C(C=C2)OC)O1)O)O)O